ClCC1=CC2=NC=CC=C2O1 (chloromethyl)furo[3,2-b]pyridine